3-(5-methoxypyridin-3-yl)-3-(1-(trifluoromethyl)cyclopropyl)propanoic acid COC=1C=C(C=NC1)C(CC(=O)O)C1(CC1)C(F)(F)F